2-(3,5-dichloro-4-((5-hydroxy-4-(methylsulfonyl)pyridin-2-yl)oxy)phenyl)-6-(difluoromethyl)-1,2,4-triazine-3,5(2H,4H)-dione ClC=1C=C(C=C(C1OC1=NC=C(C(=C1)S(=O)(=O)C)O)Cl)N1N=C(C(NC1=O)=O)C(F)F